[Si].[B].[Gd] gadolinium boron silicon